COC1=CC=C(OC(C(=O)O)C)C=C1 2-(4-methoxyphenoxy)propionic acid